N,N'-dicyclohexyl-4,4-biphenyl-dicarboxamide C1(CCCCC1)NC(=O)C1(CC=C(C=C1)C1=CC=CC=C1)C(=O)NC1CCCCC1